1-(5-((5-(dimethylamino)-3,4-dihydroxy-6-methyltetrahydro-2H-pyran-2-yl)oxy)-6-methyltetrahydro-2H-pyran-2-yl)-2-oxo-1,2-dihydropyrimidin-4-yl-4-methyl-hex-2-enamide CN(C1C(C(C(OC1C)OC1CCC(OC1C)N1C(N=C(C=C1)C(C(=O)N)=CC(CC)C)=O)O)O)C